C(N)(=O)C1=CC=C(C(=C1C1=C(C(=CC2=C1[C@@H]([C@](O2)(C2=CC=CC=C2)CNC2CCC(CC2)C(=O)OC)C)F)Cl)F)OC methyl (1S,4r)-4-((((2S,3S,4S)-4-(6-carbamoyl-2-fluoro-3-methoxyphenyl)-5-chloro-6-fluoro-3-methyl-2-phenyl-2,3-dihydrobenzofuran-2-yl)methyl)amino)cyclohexane-1-carboxylate